ClC1=NC=C(C2=C1OCO2)CO (4-Chloro-[1,3]dioxolo[4,5-c]pyridin-7-yl)methanol